C(C)OC(=O)C1CC(CCC1)=O.ClC=1C(=NC=C(C1)C(F)(F)F)NC(=O)CC1=NC=C(C=C1)Br {[3-chloro-5-(trifluoromethyl)pyridin-2-yl]carbamoyl}methyl-5-bromopyridine ethyl-3-oxocyclohexanecarboxylate